1-(3-((5-bromo-2-((1-(1-isobutylazetidin-3-yl)-3-methyl-1H-pyrazol-4-yl)amino)pyrimidin-4-yl)amino)propyl)-3,3-dimethylpyrrolidin-2-one BrC=1C(=NC(=NC1)NC=1C(=NN(C1)C1CN(C1)CC(C)C)C)NCCCN1C(C(CC1)(C)C)=O